3-amino-2,6-dichloro-pyridine-4-carboxylic acid NC=1C(=NC(=CC1C(=O)O)Cl)Cl